FC1=CC=C(C=C1)C1=C(C=NC(=C1)C1=NC=CC=C1)C#N 4-(4-fluorophenyl)-6-(pyridin-2-yl)pyridine-3-carbonitrile